C(C)(=O)O[C@H]1[C@@H](OC([C@H]1OC(C)=O)=C)N1C(NC(C=C1)=O)=O [(2R,3R,4S)-4-acetoxy-2-(2,4-dioxopyrimidin-1-yl)-5-methylene-tetrahydrofuran-3-yl] acetate